2-decylamino-1,4-benzoquinone C(CCCCCCCCC)NC=1C(C=CC(C1)=O)=O